(R)-4-(2-hydroxypropoxy)-3-(pyrimidin-5-yl)benzoic acid O[C@@H](COC1=C(C=C(C(=O)O)C=C1)C=1C=NC=NC1)C